2-((3'-ethoxy-4-hydroxy-4'-(7-oxo-6,7-dihydro-3H-[1,2,3]triazolo[4,5-d]pyrimidin-5-yl)-[1,1'-biphenyl]-3-yl)oxy)acetic acid C(C)OC=1C=C(C=CC1C=1NC(C2=C(N1)NN=N2)=O)C2=CC(=C(C=C2)O)OCC(=O)O